CSC1=CC=C(C=C1)C(C(CC)=NO)=O 1-(4-methylmercaptophenyl)butane-1,2-dione-2-oxime